5,6-dichloro-1-phenyl-1H-benzo[d]imidazole ClC1=CC2=C(N(C=N2)C2=CC=CC=C2)C=C1Cl